C(C)NC1=CC(=CC(=N1)N1C(C2=CC(=CC(=C2C1)C(F)(F)F)CN1C[C@H](OCC1)C)=O)C1=C(C=CC=C1)C1=NN=CN1C (R)-2-(6-(Ethylamino)-4-(2-(4-methyl-4H-1,2,4-triazol-3-yl)phenyl)pyridin-2-yl)-6-((2-methylmorpholino)methyl)-4-(trifluoromethyl)isoindolin-1-one